NC1=NNC2=C(C=C(C=C12)C1=CC(=NC=C1)NC(OC)=O)CCC(C)(C)C Methyl (4-(3-amino-7-(3,3-dimethylbutyl)-1H-indazol-5-yl)pyridin-2-yl)carbamate